Methyl 2-[4-(5-amino-4-cyano-1-cyclobutylpyrazol-3-yl)phenyl]acetate NC1=C(C(=NN1C1CCC1)C1=CC=C(C=C1)CC(=O)OC)C#N